4-{5-[(2-chlorobenzylidene)amino]-1,3,4-thiadiazol-2-yl}catechol tert-butyl-4-aminopiperidine-1-carboxylate C(C)(C)(C)C1N(CCC(C1)N)C(=O)O.ClC1=C(C=NC2=NN=C(S2)C=2C=C(C(O)=CC2)O)C=CC=C1